ethyl (2R,3S)-2-((1,3-dioxoisoindol-2-yl) methyl)-3-hydroxy-3-phenylpropionate O=C1N(C(C2=CC=CC=C12)=O)C[C@@H](C(=O)OCC)[C@@H](C1=CC=CC=C1)O